1-(2-Amino-5-chlorophenyl)ethan-1-one NC1=C(C=C(C=C1)Cl)C(C)=O